CC1=CC=C(C=C1)S(=O)(=O)O.CN1C(N(C=C1)CCO)C 1,2-dimethyl-3-hydroxyethyl-imidazole p-methyl-benzenesulfonate